Estrane-3,17-dione C[C@@]12C(CC[C@H]1[C@@H]1CCC3CC(CC[C@@H]3[C@H]1CC2)=O)=O